ClC1=C(C=2N=C(N=C(C2C=N1)N1CCOCC(C1)CNC(OC(C)(C)C)=O)OC[C@]12CCCN2C[C@@H](C1)F)F tertbutyl ((4-(7-chloro-8-fluoro-2-(((2R,7aS)-2-fluorotetrahydro-1H-pyrrolizin-7a(5H)-yl)methoxy)pyrido[4,3-d]pyrimidin-4-yl)-1,4-oxazepan-6-yl)methyl)carbamate